tert-butyl (3aS,7aS)-1-(6-chloro-5-methyl-1,2,4-triazin-3-yl)octahydro-6H-pyrrolo[2,3-c]pyridine-6-carboxylate ClC1=C(N=C(N=N1)N1CC[C@@H]2[C@H]1CN(CC2)C(=O)OC(C)(C)C)C